1-(bromomethyl)-4-fluoro-2-iodo-benzene BrCC1=C(C=C(C=C1)F)I